8-bromo-9-methyldibenzo[b,f][1,4]thiazepin-11(10H)-one BrC1=C(C2=C(SC3=C(C(N2)=O)C=CC=C3)C=C1)C